C1(=CC=CC=C1)C1=NN=C(S1)CNC(=O)C=1N=NN(C1)CC=1C=NC=CC1 N-((5-phenyl-1,3,4-thiadiazol-2-yl)methyl)-1-(pyridin-3-ylmethyl)-1H-1,2,3-triazole-4-carboxamide